(4-(4-aminophenoxy)phenyl)ketone NC1=CC=C(OC2=CC=C(C=C2)C(=O)C2=CC=C(C=C2)OC2=CC=C(C=C2)N)C=C1